C(C1=CC=CC=C1)OC1CC(C1)S(=O)(=O)Cl 3-(benzyloxy)cyclobutane-1-sulfonyl chloride